C12CN(CC(CC1)O2)C2=CC(=C(N=N2)CNC(=O)C=2N=CCNC2)N2CCC(CC2)(F)F N-((6-(8-oxa-3-azabicyclo[3.2.1]oct-3-yl)-4-(4,4-difluoropiperidin-1-yl)pyridazin-3-yl)methyl)-1H-pyrazine-5-carboxamide